dihydropyrido[2,3-d]pyrimidone N1C(NCC2=C1N=CC=C2)=O